N[C@@H]1CC=2C(=CC=CC2C12CCN(CC2)C2=NC(=C(N=C2)SC2=C(C(=NC=C2)N)Cl)N)C#N (R)-2-amino-1'-(6-amino-5-((2-amino-3-chloropyridin-4-yl)thio)pyrazin-2-yl)-2,3-dihydrospiro[indene-1,4'-piperidine]-4-carbonitrile